di-n-butylmethylene(cyclopentadienyl)(2,3,6,7-tetra-tert-butylfluorenyl)zirconium dichloride [Cl-].[Cl-].C(CCC)C(CCCC)=[Zr+2](C1=C(C(=CC=2C3=CC(=C(C=C3CC12)C(C)(C)C)C(C)(C)C)C(C)(C)C)C(C)(C)C)C1C=CC=C1